CC(C)(C)OC(=O)N1CCC(CC1)OC1=C2C(=C3C(=N1)N(C(=C3C#N)N)C3=C(C(=CC=C3C)OCC3=CC=CC=C3)C)OC=C2 4-({7-Amino-6-[3-(benzyloxy)-2,6-dimethylphenyl]-8-cyanofuro[2,3-d]pyrrolo[2,3-b]pyridin-4-yl}oxy)hexahydropyridine-1-carboxylic acid 2-methylpropan-2-yl ester